4-(2-(3-hydroxy-1-(trifluoromethyl)-1,3-dihydroisobenzofuran-1-yl)ethylsulfonimidoyl)butanoate OC1OC(C2=CC=CC=C12)(C(F)(F)F)CCS(=O)(=N)CCCC(=O)[O-]